propylenebismaleimide C(C(C)C=1C(=O)NC(C1)=O)C=1C(=O)NC(C1)=O